CSCCCCCCCCCCC undecyl methyl sulfide